trimethoxyOctadecylsilane COC(CCCCCCCCCCCCCCCCC[SiH3])(OC)OC